C1(=CC=CC2=CC=CC=C12)CC=1C(=C2N(C(C1)=O)C(=C(S2)C2=CC=CC=C2)C(=O)OC)C2=CC(=CC=C2)C(F)(F)F methyl 7-(naphthalen-1-ylmethyl)-5-oxo-2-phenyl-8-(3-(trifluoromethyl) phenyl)-5H-thiazolo[3,2-a]pyridine-3-carboxylate